NC1=NC=NN2C1=C(C=C2C=2C=C(C(=NC2)OC)C(=O)N[C@@H]2CN(C[C@@H]2F)C(C)C2=C(N=C(S2)C)C)C(F)(F)F 5-[4-amino-5-(trifluoromethyl)pyrrolo[2,1-f][1,2,4]triazin-7-yl]-N-[(3R,4S)-1-[1-(2,4-dimethyl-1,3-thiazol-5-yl)ethyl]-4-fluoropyrrolidin-3-yl]-2-methoxypyridine-3-carboxamide